OC1(C(C=CC=C1)CCC)O 2,2-dihydroxyphenylpropane